6-methoxy-4-(4-nitrophenyl)quinazolin-7-ol COC=1C=C2C(=NC=NC2=CC1O)C1=CC=C(C=C1)[N+](=O)[O-]